P(=O)(OCCCCCCCC)(OCCCCCCCCCCCCCCCCCC)[O-] octyl octadecyl phosphate